[K].C(C)(=O)OC methyl acetate potassium salt